3-fluoro-5-((4-(trifluoromethyl)phenyl)amino)benzonitrile FC=1C=C(C#N)C=C(C1)NC1=CC=C(C=C1)C(F)(F)F